O1COC2=CC3=C(N=C(S3)NC([C@@H](C)N3C[C@@H](C(CC3)(F)F)C3=CC=[N+](C=C3)[O-])=O)C=C21 4-((S)-1-((R)-1-([1,3]dioxolo[4',5':4,5]benzo[1,2-d]thiazol-6-ylamino)-1-oxopropan-2-yl)-4,4-difluoropiperidin-3-yl)pyridine 1-oxide